2-(5-chloro-3,3-dimethyl-spiro[indoline-2,3'-naphtho[2,1-b][1,4]oxazine]-1-yl)ethanol ClC=1C=C2C(C3(C=NC4=C(O3)C=CC3=CC=CC=C34)N(C2=CC1)CCO)(C)C